tert-Butyl ((1R,4R)-4-ethoxycyclohexyl)carbamate C(C)OC1CCC(CC1)NC(OC(C)(C)C)=O